3-fluoro-4-[(1-methyl-1,3-benzodiazol-5-yl)oxy]aniline FC=1C=C(N)C=CC1OC1=CC2=C(N(C=N2)C)C=C1